CC1(C2=CC(=CC=C2C=2C(=CC=CC12)OB(O)O)C1=CC=CC=C1)C (9,9-dimethyl-7-phenyl-9H-fluoren-4-yl)boric acid